FC=1C(=NC=C(C1)C1BOOC1)OC1(CCC1)C(F)(F)F 3-fluoro-5-(4,5-dioxaborolan-2-yl)-2-[1-(trifluoromethyl)cyclobutoxy]pyridine